2,3,4-naphthalenetricarboxylic acid C1=C(C(=C(C2=CC=CC=C12)C(=O)O)C(=O)O)C(=O)O